NC=1C=C(C=C(C1)C(F)(F)F)[C@@H](C)NC1=NC(=NC2=CC(=C(C=C12)OC[C@@H](C)OC1COC1)OC)C N-((R)-1-(3-amino-5-(trifluoromethyl)phenyl)ethyl)-7-methoxy-2-methyl-6-((R)-2-(oxetan-3-yloxy)propoxy)quinazolin-4-amine